2-[3,3,4-Trifluoro-4-[(3S)-3-pyrazin-2-ylisoxazolidine-2-carbonyl]-1-piperidyl]pyrimidine-4-carbonitrile FC1(CN(CCC1(C(=O)N1OCC[C@H]1C1=NC=CN=C1)F)C1=NC=CC(=N1)C#N)F